C1(CC1)C=1C=C(C=CC1F)N1C(N(CC1)C1=NC(=CC=C1)C1=NN=CN1C(C)C)=O 1-(3-cyclopropyl-4-fluorophenyl)-3-(6-(4-isopropyl-4H-1,2,4-triazol-3-yl)pyridin-2-yl)imidazolidin-2-one